1-(6-(7-chloro-8-(5-chloro-1,6-dimethyl-1H-indazol-7-yl)-3,4-dihydro-2H-chromen-6-yl)-2,6-diazaspiro[3.4]octan-2-yl)-2-propen-1-one ClC1=C(C=C2CCCOC2=C1C=1C(=C(C=C2C=NN(C12)C)Cl)C)N1CC2(CN(C2)C(C=C)=O)CC1